C(C)N1C(NC2=CC(=CC=C2C1=O)CN1CCN(CC1)C12CCC(CC1)(CC2)C(=O)N)=O 4-(4-((3-ethyl-2,4-dioxo-1,2,3,4-tetrahydroquinazolin-7-yl)methyl)piperazin-1-yl)bicyclo[2.2.2]octane-1-carboxamide